C1=CC=CC=2C1=C1SC3=CC=CC=C3SC1=CC2 benzo[a]thianthren